NC1=NC=2C=NC(=CC2C2=C1N(N=C2)C)C(=O)N(C)[C@H](C)C2=NC=C(C=C2F)C(F)(F)F 4-amino-N-((1R)-1-(3-fluoro-5-(trifluoromethyl)-2-pyridinyl)ethyl)-N,3-dimethyl-3H-pyrazolo[3,4-c][1,7]naphthyridine-8-carboxamide